4-thiocresol CC1=CC=C(C=C1)S